5-((6-chloro-1-methyl-1H-pyrazolo[3,4-d]pyrimidin-3-yl)amino)-N-(2-(2,2-dimethylpyrrolidin-1-yl)ethyl)-6-methylnicotinamide ClC1=NC=C2C(=N1)N(N=C2NC=2C(=NC=C(C(=O)NCCN1C(CCC1)(C)C)C2)C)C